C(C)(C)(C)OC(=O)N1CC(C1)(C#CC=1COC(C1)=O)OC.FC1(CC1)C(=O)NC1=CC=2C(C=3N=C(N=CC3C2C=C1)C(F)(F)F)=O 1-fluoro-N-(9-oxo-2-(trifluoromethyl)-9H-indeno[2,1-d]pyrimidine-7-yl)cyclopropane-1-carboxamide tert-Butyl-3-methoxy-3-((5-oxo-2,5-dihydrofuran-3-yl)ethynyl)azetidine-1-carboxylate